3-amino-1,2,4-triazole-carboxylic acid NC1(N=NC=N1)C(=O)O